C1(CCC1)OC1=CC=2N(C=C1C(=O)NC1=CC=C(N=N1)N1C[C@@H](N(CC1)C(=O)OC(C)(C)C)C)C=C(N2)C tert-butyl (S)-4-(6-(7-cyclobutoxy-2-methylimidazo[1,2-a]pyridine-6-carboxamido)pyridazin-3-yl)-2-methylpiperazine-1-carboxylate